FC=1C=C(C=CC1)[C@H](CNC(C)(C)[C@@H]1C[C@@H](CCC1)OC)O (R)-1-(3-Fluorophenyl)-2-((2-((1S,3R)-3-methoxycyclohexyl)propan-2-yl)amino)ethan-1-ol